NCC1(CC1)COC1=C(C(=NC=C1)OC)C1=CC(=NN1)NC=1N=CC(=NC1)C#N 5-{[5-(4-{[1-(Aminomethyl)cyclopropyl]methoxy}-2-methoxypyridin-3-yl)-1H-pyrazole-3-yl]amino}pyrazine-2-carbonitrile